CC=1C(=NC=CC1)C=1N=C(SC1)C=1C(=NC=CC1C1=CC=CC=C1)N [4-(3-methylpyridin-2-yl)-1,3-thiazol-2-yl]-4-phenylpyridin-2-amine